COC(C[C@@H](C)O)=O.ClC=1C(=NC=CC1)C(=O)NC1[C@@H]2CN(C[C@H]12)C1=NC=C(C=C1)C=1C=2N(C=C(C1)C=1C=NN(C1)C)N=CC2C#N 3-chloro-N-((1R,5S,6r)-3-(5-(3-cyano-6-(1-methyl-1H-pyrazol-4-yl)pyrazolo[1,5-a]pyridin-4-yl)pyridin-2-yl)-3-azabicyclo[3.1.0]hexan-6-yl)picolinamide methyl-3-(R)-hydroxybutyrate